CC1(C(C(=C(C=C1CCCCC)O)C1=CC=CC=C1)O)C1=NC=CC=N1 3-methyl-4-pentyl-3-(pyrimidin-2-yl)-[1,1'-biphenyl]-2,6-diol